C(CCCCCCC)(=O)N[C@@H](CCC(=O)O)C(=O)O caprylyl-glutamic acid